butyl(cyclopentylethyl)phosphinate C(CCC)P([O-])(=O)CCC1CCCC1